4-[{2-[ethyl(methyl)amino]ethyl}(methyl)amino]-2-({4-[1-(pyrazin-2-yl)ethyl]piperazin-1-yl}methyl)benzonitrile C(C)N(CCN(C1=CC(=C(C#N)C=C1)CN1CCN(CC1)C(C)C1=NC=CN=C1)C)C